NC1=C(C=C(C(=C1)F)NCC1=C(C=C(C=C1)OC)OC)C(CC)=O 1-(2-amino-5-((2,4-dimethoxybenzyl)amino)-4-fluorophenyl)propan-1-one